5-methoxy-benzofuran-2-carboxamide COC=1C=CC2=C(C=C(O2)C(=O)N)C1